6-chloro-3-fluoro-5-(1-((1-methylcyclopentyl)methyl)-1H-pyrazol-4-yl)picolinonitrile ClC1=C(C=C(C(=N1)C#N)F)C=1C=NN(C1)CC1(CCCC1)C